IC=1C(=NC=C(C1)Br)N1C=C(C(C2=CC(=C(C(=C12)Cl)N1CCNCC1)F)=O)C(=O)O 1-(3-iodo-5-bromo-2-pyridinyl)-8-chloro-6-fluoro-1,4-dihydro-7-piperazinyl-4-oxo-3-quinolinecarboxylic acid